9-([1,1'-biphenyl]-3-yl)-N,N,5,11-tetraphenyl-5,9-dihydro-5,9-diaza-13b-boranaphtho[3,2,1-de]anthracen-3-amine C1(=CC(=CC=C1)N1C=2C=C(C=CC2B2C3=C(C=CC=C13)N(C=1C=C(C=CC12)N(C1=CC=CC=C1)C1=CC=CC=C1)C1=CC=CC=C1)C1=CC=CC=C1)C1=CC=CC=C1